BrC=1C=2N(C=CC1)N=C(C2)[C@H]2N(CCC1=C2N=CN1)C(=O)C=1OC(=NN1)C1=NC=CC=C1 (S)-(4-(4-bromopyrazolo[1,5-a]pyridin-2-yl)-1,4,6,7-tetrahydro-5H-imidazo[4,5-c]pyridin-5-yl)(5-(pyridin-2-yl)-1,3,4-oxadiazol-2-yl)methanone